7-methoxy-4-(tetrahydro-pyran-4-yl)-1H-benzimidazol-2-ylamine COC1=CC=C(C2=C1NC(=N2)N)C2CCOCC2